BrC1=C2C=NN(C2=C(C(=C1C(F)F)F)C(O)C1CC1)C1OCCCC1 (4-bromo-5-(difluoromethyl)-6-fluoro-1-(tetrahydro-2H-pyran-2-yl)-1H-indazol-7-yl)(cyclopropyl)methanol